N-[(Z)-(6-methoxytetralin-1-ylidene)amino]-4-methyl-benzenesulfonamide COC=1C=C2CCC/C(/C2=CC1)=N/NS(=O)(=O)C1=CC=C(C=C1)C